5-(4-(4-(2,6-difluorobenzyl)-5-oxo-4,5-dihydro-1H-1,2,4-triazol-1-yl)phenoxy)-6-methylnicotinonitrile FC1=C(CN2C=NN(C2=O)C2=CC=C(OC=3C(=NC=C(C#N)C3)C)C=C2)C(=CC=C1)F